(R)-tert-butyl 3-(4-(3H-[1,2,3]triazolo[4,5-b]pyridin-3-yl)-N-(3-ethynylpyridin-2-yl)-2-fluorobenzamido)piperidine-1-carboxylate N1=NN(C2=NC=CC=C21)C2=CC(=C(C(=O)N(C1=NC=CC=C1C#C)[C@H]1CN(CCC1)C(=O)OC(C)(C)C)C=C2)F